1,2-phenylene diacetate hydrochloride Cl.C(C)(=O)OC1=C(C=CC=C1)OC(C)=O